1-[3-(2-methyl-1H-pyrrolo[2,3-b]pyridin-4-yl)-2-[4-(trifluoromethyl)phenyl]-6,7-dihydropyrazolo[1,5-a]pyrazin-5(4H)-yl]prop-2-en-1-one CC1=CC=2C(=NC=CC2C=2C(=NN3C2CN(CC3)C(C=C)=O)C3=CC=C(C=C3)C(F)(F)F)N1